N-(3-(1H-imidazol-1-yl)propyl)-7-(2-fluorophenyl)-5-phenylpyrazolo[1,5-a]pyrimidine-2-carboxamide N1(C=NC=C1)CCCNC(=O)C1=NN2C(N=C(C=C2C2=C(C=CC=C2)F)C2=CC=CC=C2)=C1